tert-butyl (S)-4-(5-(((benzyloxy) carbonyl) amino)-7-(3-chlorophenyl)-7H-pyrrolo[2,3-d]pyrimidin-4-yl)-3-methylpiperazine-1-carboxylate C(C1=CC=CC=C1)OC(=O)NC1=CN(C=2N=CN=C(C21)N2[C@H](CN(CC2)C(=O)OC(C)(C)C)C)C2=CC(=CC=C2)Cl